C(C)C1=NN=C(O1)C=1C(=NC(=NC1)NC=1C=C2C(CCS(C2=CC1)(=O)=O)O)N[C@H](CO)C1=CC=CC=C1 6-[[5-(5-ethyl-1,3,4-oxadiazol-2-yl)-4-[[(1S)-2-hydroxy-1-phenyl-ethyl]amino]pyrimidin-2-yl]amino]-1,1-dioxo-3,4-dihydro-2H-thiochromen-4-ol